S(=O)(=O)(ON1C2C=C(CN(C1=O)C2)N2N=NC(=C2)CNC(=O)OC(C)(C)C)[O-].[Na+] sodium [3-[4-[(tert-butoxycarbonylamino)methyl]triazol-1-yl]-7-oxo-1,6-diazabicyclo[3.2.1]oct-3-en-6-yl] sulfate